CN(C(=S)SSC(=S)N(C1=CC=CC=C1)C)C1=CC=CC=C1 N,N'-dimethyl-N,N'-diphenylthiuram disulfide